N1CC(C1)C(=O)N1CCN(CC1)C=1N=CC(=NC1)C=1C=C(C=2N(C1)N=CC2C#N)OC 6-(5-(4-(azetidine-3-carbonyl)piperazin-yl)pyrazin-2-yl)-4-methoxypyrazolo[1,5-a]pyridine-3-carbonitrile